FC1=C(C=CC=C1)C1(CC1)OCC(=O)N1CC2CCC(C1)N2C2=NC=C(C#N)C=C2 6-(3-(2-(1-(2-fluorophenyl)cyclopropoxy)acetyl)-3,8-diazabicyclo[3.2.1]octan-8-yl)nicotinonitrile